4-((2-(3,4-difluorophenyl)-7-glycyl-8,8-dimethyl-5,6,7,8-tetrahydroimidazo[1,2-a]pyrazin-3-yl)amino)-2-(trifluoromethyl)benzonitrile FC=1C=C(C=CC1F)C=1N=C2N(CCN(C2(C)C)C(CN)=O)C1NC1=CC(=C(C#N)C=C1)C(F)(F)F